6-[1-(2-Fluoro-6-methyl-phenyl)-piperidin-4-yl]-4-(2-isopropyl-benzyl)-2-methyl-2,4,6,7-tetrahydro-pyrazolo[4,3-d]pyrimidin-5-one FC1=C(C(=CC=C1)C)N1CCC(CC1)N1C(N(C=2C(C1)=NN(C2)C)CC2=C(C=CC=C2)C(C)C)=O